(3-(2-chloroethyl)ureido)piperidine-1-carboxylic acid tert-butyl ester C(C)(C)(C)OC(=O)N1C(CCCC1)NC(=O)NCCCl